(S)-N-(2,4-difluoro-3-methylphenyl)-1-(6-methyl-4-(trifluoromethyl)pyridin-2-yl)-5-oxo-N-(4-oxobut-2-yn-1-yl)pyrrolidine-2-carboxamide FC1=C(C=CC(=C1C)F)N(C(=O)[C@H]1N(C(CC1)=O)C1=NC(=CC(=C1)C(F)(F)F)C)CC#CC=O